diethanolamine para-toluenesulfonate CC1=CC=C(C=C1)S(=O)(=O)O.N(CCO)CCO